The molecule is a hydrochloride obtained by combining the free base of neutral red with one equivalent of hydrochloric acid. Neutral red acts as a pH indicator, changing from red to yellow between pH 6.8 and 8.0. It has a role as a dye, an acid-base indicator and a two-colour indicator. It contains a neutral red(1+). CC1=CC2=NC3=C(C=C(C=C3)N(C)C)N=C2C=C1N.Cl